BrC=1C=C(C=2N(C1)N=CC2C(=O)OCC)NCC2=CC=C(C=C2)OC ethyl 6-bromo-4-((4-methoxybenzyl)amino)pyrazolo[1,5-a]pyridine-3-carboxylate